3-Amino-6-bromo-4-(7-fluoro-1H-indazol-4-yl)-1H-benzo[h]quinolin-2-one NC=1C(NC2=C3C(=C(C=C2C1C1=C2C=NNC2=C(C=C1)F)Br)C=CC=C3)=O